CN(C1CCN(CC1)C1=CC=2C(=C(N=NC2N[C@H](C)C=2C(=C(C=CC2)C(C(C)(O)C)(F)F)F)C)N=C1)C (R)-1-(3-(1-((3-(4-(dimethylamino)piperidin-1-yl)-8-methylpyrido[2,3-d]pyridazine-5-yl)amino)ethyl)-2-fluorophenyl)-1,1-difluoro-2-methylpropan-2-ol